FC1(C[C@@H](OC1)CNC(=O)C1=C(C2=C(CCC3=CN(N=C23)C[C@@H]2OCCOC2)O1)C(F)(F)F)F N-{[(2R)-4,4-Difluorooxolane-2-yl]methyl}-2-{[(2S)-1,4-dioxan-2-yl]methyl}-8-(trifluoromethyl)-4,5-dihydro-2H-furo[2,3-g]indazole-7-carboxamide